piperidine-4-sulfonamide hydrochloride salt Cl.N1CCC(CC1)S(=O)(=O)N